C1=CC=CC=2C3=CC=CC=C3C(C12)COC(=O)N[C@@H](CCC(C)C)C(=O)O N-[(9H-fluoren-9-ylmethoxy)carbonyl]-5-methyl-L-norleucine